ethyl (5Z)-17-(dimethylamino)hexacos-5-enoate CN(C(CCCCCCCCCC\C=C/CCCC(=O)OCC)CCCCCCCCC)C